N,N'-bis(salicylidene)-2,2-dimethyl-1,3-propanediamine C(C=1C(O)=CC=CC1)=NCC(CN=CC=1C(O)=CC=CC1)(C)C